5-methyl-2-{2-[(4-phenoxyphenyl)formylamino]acetyl}-2-azabicyclo[3.1.0]hexane-3-carboxamide CC12CC(N(C2C1)C(CNC(=O)C1=CC=C(C=C1)OC1=CC=CC=C1)=O)C(=O)N